((1r,2s,5s)-3-methyl-3-azabicyclo[3.1.0]hex-2-yl)methanol tert-butyl-(5-bromo-4-fluoropyridin-2-yl)(tert-butoxycarbonyl)carbamate C(C)(C)(C)CC(C)(C)OC(=O)N(C(=O)OC[C@@H]1[C@@H]2C[C@@H]2CN1C)C1=NC=C(C(=C1)F)Br